(R)-2-[o-[(N-benzylprolyl)amino]phenyl]-benzylideneamino-acetic acid C(C1=CC=CC=C1)N1[C@H](CCC1)C(=O)NC1=C(C=CC=C1)C1=C(C=NCC(=O)O)C=CC=C1